FC=1C=C(C=CC1)CCNC(CC1N(C(CC1)=O)CC1=CC=C(C=C1)C)=O N-[2-(3-fluorophenyl)ethyl]-2-[1-[(4-methylphenyl)methyl]-5-oxopyrrolidin-2-yl]acetamide